BrC=1SC=2CNCCC2N1 2-bromo-4,5,6,7-tetrahydrothiazolo[5,4-C]pyridine